C12COCC(CC1)N2C2=NC=CC(=C2NC(=O)C=2C=NC(=NC2)C(C)C)C2=C(C=CC=C2)F N-(2-(3-oxa-8-azabicyclo[3.2.1]octan-8-yl)-4-(2-fluorophenyl)pyridin-3-yl)-2-isopropylpyrimidine-5-carboxamide